chlorine cerium carbonate C([O-])([O-])=O.[Ce+3].[Cl+].C([O-])([O-])=O